ClC1=C(C=CC=C1C1C(NC(CC1)=O)=O)C1=CC=C(C=C1)NC(=O)C1=NN(C=C1)C N-[4-[2-chloro-3-(2,6-dioxo-3-piperidyl)phenyl]phenyl]-1-methyl-pyrazole-3-carboxamide